C(C)N(S(=O)(=O)Cl)C N-ethyl-N-methyl-sulfamoyl chloride